C(C)N1C[C@H]2C[C@H]2[C@@H](C1)OC=1C=C2COC(C2=CC1)=O 5-(((1S,5S,6R)-3-ethyl-3-azabicyclo[4.1.0]heptan-5-yl)oxy)isobenzofuran-1(3H)-one